2-benzyloxycarbonyl-8-tert-butoxycarbonyl-2,8-diazaspiro[4.5]decane-3-carboxylic acid C(C1=CC=CC=C1)OC(=O)N1CC2(CC1C(=O)O)CCN(CC2)C(=O)OC(C)(C)C